3-methylcyclohexane-1,2-diamine CC1C(C(CCC1)N)N